N1CCC=CC1.[Li] lithium 1,2,3,6-tetrahydropyridine